[Sn+4].[Cl-].[Cl-].[Cl-].[Cl-] chloride tin (IV)